3-methylbutyl chloroformate ClC(=O)OCCC(C)C